[N+](=O)([O-])C1=C(C(=O)C=2C(=NN(C2C2=C(C(=NN2C)C)C(=O)[O-])C)C)C=C(C=C1)Cl 4-(2-nitro-5-chlorobenzoyl)-1,3-dimethyl-1H-pyrazol-5-yl-1,3-dimethyl-1H-pyrazole-4-carboxylate